C1(CC1)NC(C1=CC(=C(C=C1)C)C=1C=NN(C1)C1=CN=C2N1C=C(C=C2)C(C2CCOCC2)O)=O N-cyclopropyl-3-(1-{6-[hydroxy(oxan-4-yl)methyl]imidazo[1,2-a]pyridin-3-yl}-1H-pyrazol-4-yl)-4-methylbenzamide